5-((1R,6S)-5-((3-ethyl-2-oxo-1,2-dihydropyrido[2,3-b]pyrazin-7-yl)methyl)-2,5-diazabicyclo[4.2.0]octan-2-yl)-N-methylpicolinamide C(C)C=1C(NC2=C(N1)N=CC(=C2)CN2CCN([C@@H]1CC[C@H]21)C=2C=CC(=NC2)C(=O)NC)=O